ClC=1C(=NC(=NC1)NC1CCOCC1)C1=CC=C2CN(C(C2=C1)=O)CC(=O)N[C@H](CO)C1=CC(=CC=C1)OC(F)F 2-(6-{5-chloro-2-[(oxacyclohex-4-yl)amino]pyrimidin-4-yl}-1-oxo-2,3-dihydro-1H-isoindol-2-yl)-N-[(1S)-1-[3-(difluoromethoxy)phenyl]-2-hydroxyethyl]acetamide